tert-butyl 4-((2-butyl-7-methyl-1H-imidazo[4,5-d]thieno[3,2-b]pyridin-1-yl) methyl)piperidine-1-carboxylate C(CCC)C1=NC=2C(=C3C(=NC2)C=C(S3)C)N1CC1CCN(CC1)C(=O)OC(C)(C)C